N-(5-(Isopropylthio)-1,3,4-thiadiazol-2-yl)-2-((4-oxo-1-phenyl-4,5-dihydro-1H-pyrazolo[3,4-d]pyrimidin-6-yl)thio)acetamid C(C)(C)SC1=NN=C(S1)NC(CSC=1NC(C2=C(N1)N(N=C2)C2=CC=CC=C2)=O)=O